[C@H]12NCCN[C@@H]2CC1 (1S,6R)-2,5-diaza-bicyclo[4.2.0]octane